3-phenyl-3-(p-tolyl)acrylonitrile C1(=CC=CC=C1)C(=CC#N)C1=CC=C(C=C1)C